1-(2-chloro-5-(thiophen-3-ylethynyl)pyridin-4-yl)-3,3-dimethylpiperidin-4-ol ClC1=NC=C(C(=C1)N1CC(C(CC1)O)(C)C)C#CC1=CSC=C1